FC(N1C(=NC2=C1C=CC=C2)N2CC(C(CC2)NC2=CC=C1C(=NN(C1=C2)C)C2=CC(=CC=C2)F)(F)F)F N-(1-(1-(difluoromethyl)-1H-benzo[d]imidazol-2-yl)-3,3-difluoropiperidin-4-yl)-3-(3-fluorophenyl)-1-methyl-1H-indazol-6-amine